4-Chloro-N6-[[2-(5,6,7,8-tetrahydroimidazo[1,2-a]pyridin-7-ylmethoxy)-4-pyridyl]methyl]isoquinoline-1,6-diamine ClC1=CN=C(C2=CC=C(C=C12)NCC1=CC(=NC=C1)OCC1CC=2N(CC1)C=CN2)N